BrC1=C(C=C(C=C1)C=1C=CC=2C(N1)=CN(N2)C)OCOC 5-(4-bromo-3-(methoxymethoxy)phenyl)-2-methyl-2H-pyrazolo[4,3-b]pyridine